n-hexylcyclohexane C(CCCCC)C1CCCCC1